FC1=C(C2=C(C(=C(C(=C2C(=C1F)F)F)F)F)F)[B-](C1=C(C(=C(C2=C(C(=C(C(=C12)F)F)F)F)F)F)F)(C1=C(C(=C(C2=C(C(=C(C(=C12)F)F)F)F)F)F)F)C1=C(C(=C(C2=C(C(=C(C(=C12)F)F)F)F)F)F)F.C[NH+](C1=CC=CC=C1)C N,N-dimethyl-anilinium [tetrakis(perfluoronaphthyl) borate]